COC(=O)C=1[C@H](OC2=C(C1)C=C(C=C2C([2H])(F)F)Cl)C(F)(F)F (S)-6-chloro-8-(difluoromethyl-d)-2-trifluoromethyl-2H-benzopyran-3-carboxylic acid methyl ester